C(#N)C1=CC(=CC=2N=C(OC21)C=2C(=C(C=CC2)C2=C(C(=CC=C2)NC=2N=CC=C1C=C(C=NC21)CNC[C@H](C)O)C)C)CN2CCCC2 (R)-1-((7-Cyano-2-(3'-((3-((((S)-2-hydroxypropyl)-amino)methyl)-1,7-naphthyridin-8-yl)amino)-2,2'-dimethyl-[1,1'-biphenyl]-3-yl)benzo[d]oxazol-5-yl)methyl)pyrrolidin